2-methyl-3-((3-oxo-2-((2-oxo-2,3-dihydrobenzo[d]oxazol-6-yl)methyl)isoindolin-1-yl)methyl)benzonitrile CC1=C(C#N)C=CC=C1CC1N(C(C2=CC=CC=C12)=O)CC1=CC2=C(NC(O2)=O)C=C1